C(C)C=1C=NC2=CC(=CN=C2C1)CO 3-ethyl-7-(hydroxymethyl)-1,5-naphthyridin